S1C=C(C=C1)C1(C2CCN(CC12)C1=NC=2C(=NC=C(N2)SC=2C(=NC=CC2)C(F)(F)F)N1)CNC(OCC1=CC=CC=C1)=O benzyl ((7-(thiophen-3-yl)-3-(5-((2-(trifluoromethyl)pyridin-3-yl)thio)-1H-imidazo[4,5-b]pyrazin-2-yl)-3-azabicyclo[4.1.0]heptan-7-yl)methyl)carbamate